3-(2-(2,4-difluorophenoxy)-4-methyl-5-nitrophenyl)-7-methoxy-1-methyl-1H-pyrrolo[2,3-c]pyridine FC1=C(OC2=C(C=C(C(=C2)C)[N+](=O)[O-])C2=CN(C3=C(N=CC=C32)OC)C)C=CC(=C1)F